1-(7-(4-fluorophenoxy)-3,4-dihydroisoquinolin-2(1H)-yl)prop-2-en-1-one FC1=CC=C(OC2=CC=C3CCN(CC3=C2)C(C=C)=O)C=C1